Tert-butyl (1R,2S)-2-[1-(tertbutoxycarbonyl)-3-[(6-cyclopropyl-3-methoxypyrazin-2-yl)amino]indazol-6-yl]-5'-methoxy-2'-oxospiro[cyclopropane-1,3'-indole]-1'-carboxylate C(C)(C)(C)OC(=O)N1N=C(C2=CC=C(C=C12)[C@@H]1C[C@@]12C(N(C1=CC=C(C=C21)OC)C(=O)OC(C)(C)C)=O)NC2=NC(=CN=C2OC)C2CC2